COC=1C=NC=2CCCC(C2C1)O 3-methoxy-5,6,7,8-tetrahydroquinolin-5-ol